1-n-octyl-4-butylpyridinium C(CCCCCCC)[N+]1=CC=C(C=C1)CCCC